N(=[N+]=[N-])C1=CC(=C(C=C1)NCCNC(=O)NCCN1[C@@H]([C@H]([C@@H]([C@H](C1)O)O)O)CO)[N+](=O)[O-] 1-{2-[(4-azido-2-nitrophenyl)amino]ethyl}-3-{2-[(2R,3R,4R,5S)-3,4,5-trihydroxy-2-(hydroxymethyl)piperidin-1-yl]ethyl}urea